C(C)C1=C(C=C(C(=C1)OCOCC[Si](C)(C)C)F)C1=CC=2C(N=C1)=C(N(N2)COCC[Si](C)(C)C)C=O 6-(2-ethyl-5-fluoro-4-((2-(trimethylsilanyl)ethoxy)methoxy)phenyl)-2-((2-(trimethylsilanyl)ethoxy)methyl)-2H-pyrazolo[4,3-b]pyridine-3-formaldehyde